C(CCC)(=O)[O-].C(CCC)(=O)[O-].C(C)CC(CC(=O)[O-])=O.C(C)CC(CC(=O)[O-])=O.[Zr+4] zirconium bis(ethylacetoacetate) dibutanoate